C(#N)C1=C(OC2CC3(CC(C3)C(=O)OCC3=CC=CC=C3)C2)C=C(C(=C1)OC)C(N[C@@H]1[C@H]2CC[C@@H]([C@@H]1C(NCC1(CCC1)C)=O)C2)=O Benzyl (2RS,4r,6R)-6-(2-cyano-4-methoxy-5-(((1S,2R,3S,4R)-3-(((1-methylcyclobutyl)methyl)carbamoyl)bicyclo[2.2.1]heptan-2-yl)carbamoyl)phenoxy)spiro[3.3]heptane-2-carboxylate